(Z)-6-fluoro-3,4-dihydronaphthalen-1(2H)one oxime FC=1C=C2CCC/C(/C2=CC1)=N/O